butylaminomethyl-silane C(CCC)NC[SiH3]